ethylene glycol bis[2-(3-tert-butyl-4-hydroxy-5-methyl-phenyl) terephthalate] C(C)(C)(C)C=1C=C(C=C(C1O)C)C1=C(C(=O)O)C=CC(=C1)C(=O)O.C(C)(C)(C)C=1C=C(C=C(C1O)C)C1=C(C(=O)O)C=CC(=C1)C(=O)O.C(CO)O